C(O)C(CCO)CC\C=C(/CCC=C(C)CO)\CO (6E)-3,7,11-trimethylol-6,10-Dodecadien-1-ol